C(C)OC(=O)C1=C(C=NN1)OC1=CC(=CC=C1)C(F)(F)F.C(C)C(C=O)=CC(CCCC)CC 2,4-diethyl-octenal Ethyl-4-(3-(trifluoromethyl)phenoxy)-1H-pyrazole-5-carboxylate